(rac)-tert-butyl (3S,4S)-3-fluoro-4-((2-(3-((2-methoxy-4-(methylsulfonyl)phenyl)amino)prop-1-yn-1-yl)-1-(2,2,2-trifluoroethyl)-1H-indol-4-yl)amino)piperidine-1-carboxylate F[C@H]1CN(CC[C@@H]1NC1=C2C=C(N(C2=CC=C1)CC(F)(F)F)C#CCNC1=C(C=C(C=C1)S(=O)(=O)C)OC)C(=O)OC(C)(C)C |r|